C(C)OC(=O)C=1C=CC(=C2C1CCO2)N 7-amino-2,3-dihydrobenzofuran-4-carboxylic acid ethyl ester